5-methoxy-4-(((2S,4S)-2-(4-(methoxycarbonyl)phenyl)-4-(1H-pyrazol-1-yl)piperidine-1-yl)methyl)-7-methyl-1H-indole-1-carboxylic acid tert-butyl ester C(C)(C)(C)OC(=O)N1C=CC2=C(C(=CC(=C12)C)OC)CN1[C@@H](C[C@H](CC1)N1N=CC=C1)C1=CC=C(C=C1)C(=O)OC